(1S,2R,5R)-3-cyano-N-[2-[(4,4-difluorocyclohexyl)amino]-1-(5-fluoro-3-pyridyl)-2-oxo-ethyl]-N-[4-(pentafluoro-λ6-sulfanyl)phenyl]-3-azabicyclo[3.2.0]heptane-2-carboxamide C(#N)N1[C@H]([C@H]2CC[C@H]2C1)C(=O)N(C1=CC=C(C=C1)S(F)(F)(F)(F)F)C(C(=O)NC1CCC(CC1)(F)F)C=1C=NC=C(C1)F